(S)-2-(4-(cyclopropyl((R)-1,1,1-trifluorobutan-2-yl)amino)-2,6-difluorobenzamido)-3-(6-(1-methyl-2,4-dioxo-1,4-dihydropyrido[3,4-d]pyrimidin-3(2H)-yl)pyridin-3-yl)propanoic acid C1(CC1)N(C1=CC(=C(C(=O)N[C@H](C(=O)O)CC=2C=NC(=CC2)N2C(N(C3=C(C2=O)C=CN=C3)C)=O)C(=C1)F)F)[C@@H](C(F)(F)F)CC